((R)-1-(4-fluorophenyl)-6-((S)-2-methyl-2H-1,2,3-triazole-4-sulfonylamino)-1,4,5,6,7,8-hexahydro-4aH-pyrazolo[3,4-g]isoquinolin-4a-yl)(4-(trifluoromethyl)pyridin-2-yl)methanone FC1=CC=C(C=C1)N1N=CC2=C1C=C1CCN(C[C@]1(C2)C(=O)C2=NC=CC(=C2)C(F)(F)F)NS(=O)(=O)C2=NN(N=C2)C